4-(5-(2,4-dioxotetrahydropyrimidin-1(2H)-yl)-3-(trifluoromethyl)pyridin-2-yl)piperazine-1-carboxylic acid benzyl ester C(C1=CC=CC=C1)OC(=O)N1CCN(CC1)C1=NC=C(C=C1C(F)(F)F)N1C(NC(CC1)=O)=O